methyl-6-methoxybenzo[d]oxazole-4-carboxylate COC(=O)C=1C=C(C=C2C1N=CO2)OC